N-hydroxy-4-(3-(p-tolyl)acryloyl)benzamide ONC(C1=CC=C(C=C1)C(C=CC1=CC=C(C=C1)C)=O)=O